C(#N)C(=CC=1C=C(OCCC(=O)N[C@@H](CC2=CC=CC=C2)B(O)O)C=CC1)C(=O)N(C)C (R)-(1-(3-(3-(2-cyano-3-(dimethylamino)-3-oxoprop-1-en-1-yl)phenoxy)propanamido)-2-phenylethyl)boronic acid